Methyl 2-(4-bromo-2-(methoxymethyl) benzyl)-1-(2-methoxyethyl)-1H-benzo[d]imidazole-6-carboxylate BrC1=CC(=C(CC2=NC3=C(N2CCOC)C=C(C=C3)C(=O)OC)C=C1)COC